BrC1=NN(C2=C1N=C(N=C2NCC2=NOC(=C2)C)NC(OC)=O)CC2=C(C=C(C=C2)C#N)OC methyl (3-bromo-1-(4-cyano-2-methoxybenzyl)-7-(((5-methylisoxazol-3-yl)methyl)amino)-1H-pyrazolo[4,3-d]pyrimidin-5-yl)carbamate